5-p-fluorophenyl-1-isopropyl-4-oxo-1,4-dihydropyridazine-3-carboxylic acid FC1=CC=C(C=C1)C=1C(C(=NN(C1)C(C)C)C(=O)O)=O